7-[2-(3-chloro-2-pyridyl)-5-(difluoromethyl)pyrazol-3-yl]-5-methyl-1H-triazolo[4,5-f][3,1]benzoxazin-9-one ClC=1C(=NC=CC1)N1N=C(C=C1C1=NC2=C(C(O1)=O)C1=C(C=C2C)N=NN1)C(F)F